ClC1=CC2=C(N(C(C(N2C)=O)=O)C2C(CN(CC2)C(=O)OC(C)(C)C)(C)C)N=C1 tert-butyl 4-(7-chloro-1-methyl-2,3-diketo-2,3-dihydropyrido[2,3-b]pyrazin-4(1H)-yl)-3,3-dimethylpiperidine-1-carboxylate